ClC=1C=CC(=C(C1)C1=CC(=C(N=N1)SCCO)NC1=CC(=NC=C1)NC(=O)C1CC(C1)=O)F N-(4-{[6-(5-chloro-2-fluorophenyl)-3-[(2-hydroxyethyl)sulfanyl]pyridazin-4-yl]amino}pyridin-2-yl)-3-oxocyclobutane-1-carboxamide